1-(4-fluorophenyl)-4-phenylbutan-1-ol FC1=CC=C(C=C1)C(CCCC1=CC=CC=C1)O